4-chloro-2,3,5',8'-tetrahydro-1'H-spiro[indene-1,7'-quinazoline]-2',4'(3'H,6'H)-dione ClC1=C2CCC3(CCC=4C(NC(NC4C3)=O)=O)C2=CC=C1